(1H-indene) hydrochloride Cl.C1C=CC2=CC=CC=C12